2-(3-(2-Chloropyrimidin-4-yl)-1H-indol-7-yl)ethanol ClC1=NC=CC(=N1)C1=CNC2=C(C=CC=C12)CCO